4-(4-(2-(5-(8-methoxy-[1,2,4]triazolo[1,5-a]pyridin-6-yl)-4-(2,2,2-trifluoroethyl)-1H-pyrazol-3-yl)-4-methylthiazol-5-yl)cyclohexyl)morpholine COC=1C=2N(C=C(C1)C1=C(C(=NN1)C=1SC(=C(N1)C)C1CCC(CC1)N1CCOCC1)CC(F)(F)F)N=CN2